(3aR,4R,6aS)-2,2-dimethyltetrahydrothieno[3,4-d][1,3]dioxol CC1(O[C@@H]2[C@H](O1)CSC2)C